tris(hexadecyl)-methoxysilane C(CCCCCCCCCCCCCCC)[Si](OC)(CCCCCCCCCCCCCCCC)CCCCCCCCCCCCCCCC